5-(((5-fluoro-2,3-dihydrobenzofuran-4-yl)methyl)amino)-8-(1-((tetrahydrofuran-2-yl)methyl)-1H-pyrazol-3-yl)imidazo[1,2-c]pyrimidine-2-carbonitrile FC=1C=CC2=C(CCO2)C1CNC1=NC=C(C=2N1C=C(N2)C#N)C2=NN(C=C2)CC2OCCC2